1-(3-oxobutyl)piperidine-2,6-dione O=C(CCN1C(CCCC1=O)=O)C